tert-butyl (3S)-3-[(1R)-1-hydroxy-2-[[2-(1-piperidyl)-6-(spiro[3.3]heptan-2-ylamino)pyrimidine-4-carbonyl]amino]ethyl]-7-(methoxymethoxy)-3,4-dihydro-1H-isoquinoline-2-carboxylate O[C@H](CNC(=O)C1=NC(=NC(=C1)NC1CC2(C1)CCC2)N2CCCCC2)[C@H]2N(CC1=CC(=CC=C1C2)OCOC)C(=O)OC(C)(C)C